benzyl {(1R,3S,4S)-3-hydroxy-4-[methyl (2-nitrobenzene-1-sulfonyl)amino]cyclopentyl}carbamate O[C@H]1C[C@@H](C[C@@H]1N(S(=O)(=O)C1=C(C=CC=C1)[N+](=O)[O-])C)NC(OCC1=CC=CC=C1)=O